(3S,4R)-4-((5-chloro-4-(4-fluoro-1-isopropyl-2-morpholino-1H-benzo[d]imidazol-6-yl)pyrimidin-2-yl)amino)tetrahydro-2H-pyran-3-ol ClC=1C(=NC(=NC1)N[C@H]1[C@@H](COCC1)O)C=1C=C(C2=C(N(C(=N2)N2CCOCC2)C(C)C)C1)F